C(CC)N(C(CCC=C)=O)CC(=O)OCC#N Cyanomethyl 2-(N-propylpent-4-enamido)acetate